C(N1C=CC2=CC(=CC=C12)B1OC(C(O1)(C)C)(C)C)([2H])([2H])[2H] 1-(Methyl-d3)-5-(4,4,5,5-tetramethyl-1,3,2-dioxaborolan-2-yl)-1H-indole